N1(CCNCC1)C1=CC=C(C=C1)C=1C=C2C(=NC1)C(=CO2)C2=CC(=CC=C2)C2=CC=NC=C2 6-(4-(piperazin-1-yl)phenyl)-3-(3-(pyridin-4-yl)phenyl)furo[3,2-b]pyridine